N(=[N+]=[N-])C1C[C@@H]2N([C@@H](CN(C2)CC2=CC=CC=C2)C)C1 (4R,8aS)-7-azido-2-benzyl-4-methyl-3,4,6,7,8,8a-hexahydro-1H-pyrrolo[1,2-a]pyrazine